N-[2-(5-cyclopropylpyridin-2-yl)-5-(2,6-difluoro-4-methoxyphenyl)-1-methyl-3-oxo-2,3-dihydro-1H-pyrazol-4-yl]-4-(difluoromethoxy)benzamide C1(CC1)C=1C=CC(=NC1)N1N(C(=C(C1=O)NC(C1=CC=C(C=C1)OC(F)F)=O)C1=C(C=C(C=C1F)OC)F)C